N1-[8-(4-fluoro-2-isopropoxy-phenyl)quinazolin-2-yl]-4-methoxy-benzene-1,3-diamine FC1=CC(=C(C=C1)C=1C=CC=C2C=NC(=NC12)NC1=CC(=C(C=C1)OC)N)OC(C)C